bromo-(4-phenylphenyl)magnesium Br[Mg]C1=CC=C(C=C1)C1=CC=CC=C1